C[C@H]1N([C@@H](CN(C1)C1=NC=C(C=N1)C(F)(F)F)C)C(=O)OC1CC2(CN(C2)CC2=CC=CC=C2)C1 2-Benzyl-2-azaspiro[3.3]heptan-6-yl (2R,6R)-2,6-dimethyl-4-[5-(trifluoromethyl)pyrimidin-2-yl]piperazine-1-carboxylate